ClC=1C=CC2=C(OC3(CNS2(=O)=O)CC3)N1 7'-chloro-2',3'-dihydrospiro[cyclopropane-1,4'-pyrido[2,3-b][1,4,5]oxathiazepine] 1',1'-dioxide